FC1(C(C(F)(F)F)(F)O1)F perfluoropropene OXIDE